C(C)(C)(C)OC(=O)N1[C@H](C[C@H](C1)OC=1N=CC2=C(N1)CN(C2)C(C)=O)C (2S,4R)-4-((6-acetyl-6,7-dihydro-5H-pyrrolo[3,4-d]pyrimidin-2-yl)oxy)-2-methylpyrrolidine-1-carboxylic acid tert-butyl ester